C1(=CC(=CC=C1)C1=CN=C(C=2N1C=CN2)NC=2C=C(C=CC2)N2CCN(CC2)C(=O)OC(C)(C)C)C tert-Butyl 4-(3-((5-(m-tolyl)imidazo[1,2-a]pyrazin-8-yl)amino)phenyl)piperazine-1-carboxylate